tert-butyl (7S,9S)-7-ethynyl-9-methyl-1,4-dioxa-8-azaspiro[4.5]decane-8-carboxylate C(#C)[C@@H]1CC2(OCCO2)C[C@@H](N1C(=O)OC(C)(C)C)C